5-(5-(methylamino)pentyl)-3-pentylquinolin-2-amine CNCCCCCC1=C2C=C(C(=NC2=CC=C1)N)CCCCC